ethyl 3,4-dibromo-2,5-dioxo-2H-pyrrole-1(5H)-carboxylate BrC=1C(N(C(C1Br)=O)C(=O)OCC)=O